COC1=CC=C(C=C1)C(OC[C@@H]1[C@H]([C@H]([C@@H](O1)N1C=NC=2C(NC(=CC21)NC(C(C)C)=O)=O)O)F)(C2=CC=CC=C2)C2=CC=C(C=C2)OC 1-{5-O-[bis(4-methoxyphenyl)(phenyl)methyl]-3-deoxy-3-fluoro-β-D-ribofuranosyl}-6-[(2-methylpropanoyl)amino]-1,5-dihydro-4H-imidazo[4,5-c]pyridin-4-one